P(=O)(O[Si](C)(C)C)(O[Si](C)(C)C)O[Si](C)(C)C.[Li] lithium tris(trimethylsilyl) phosphate